pregna-5,7-dien-3-ol-20-one CC([C@H]1CC[C@H]2C3=CC=C4CC(CC[C@]4(C)[C@H]3CC[C@]12C)O)=O